OC(=O)C(F)(F)F.C(C)(=O)OC1(CN(C1)CC1=C(C=C(C(=C1)C)C1CNC1)C)C 1-(4-(azetidin-3-yl)-2,5-dimethylbenzyl)-3-methylazetidin-3-yl acetate TFA salt